C(C)OC(=O)C1=C(NC(=N[C@H]1C1=C(C(=CC=C1)F)C)C=1SC=CN1)CN1C=C(C=2N(CCC21)CCC(C(=O)O)(C)C)F 4-(4-(((S)-5-(ethoxycarbonyl)-6-(3-fluoro-2-methylphenyl)-2-(thiazol-2-yl)-3,6-dihydropyrimidin-4-yl)methyl)-6-fluoropyrrolo[3,2-b]pyrrol-1(2H)-yl)-2,2-dimethylbutanoic acid